C1(CC1)C(=O)NC1=NC=C(C(=O)NC([2H])([2H])[2H])C(=C1)NC=1C=NN2C1C(=C(C=C2)[C@@H](C(F)(F)F)OC)OC (S)-6-(cyclopropanecarboxamido)-4-((4-methoxy-5-(2,2,2-trifluoro-1-methoxyethyl)pyrazolo[1,5-a]pyridin-3-yl)amino)-N-(methyl-d3)nicotinamide